C(C(=C)C)(=O)OCCC[SiH2]OC(OCC)(OCC)OCC (methacryloxypropyl)triethoxymethoxysilane